4-CHLORO-2-METHOXYPYRIDINE-3-BORONIC ACID ClC1=C(C(=NC=C1)OC)B(O)O